(S)-1-(9-((6-((5-fluoro-4-(4-fluoro-1-isopropyl-2-methyl-1H-benzo[d]imidazol-6-yl)pyrimidin-2-yl)amino)pyridin-3-yl)methyl)-6-oxa-2,9-diazaspiro[4.5]decan-2-yl)ethan-1-one FC=1C(=NC(=NC1)NC1=CC=C(C=N1)CN1CCO[C@@]2(CCN(C2)C(C)=O)C1)C=1C=C(C2=C(N(C(=N2)C)C(C)C)C1)F